C(C)(C)(C)OC(=O)N(C(=O)OC(C)(C)C)CC1=CC(=NN1CCCNC(=O)OC(C)(C)C)C1=CC=C(OC[C@H](C(=O)OC(C)(C)C)O)C=C1 (R)-tert-butyl 3-(4-(5-((bis(tert-butoxycarbonyl) amino) methyl)-1-(3-((tert-butoxycarbonyl) amino) propyl)-1H-pyrazol-3-yl) phenoxy)-2-hydroxypropionate